BrC1=C(C=C(C(=C1F)C(C)(C)C)F)O 2-bromo-4-tert-butyl-3,5-difluoro-phenol